N1(C=NC=C1)CC(CC1=CC=CC=C1)NC(\C=C\C1=CC2=CC=CC=C2C=C1)=O (E)-N-(1-(1H-imidazol-1-yl)-3-phenylpropane-2-yl)-3-(naphthalen-2-yl)acrylamide